1-Iodo-2-methylpropyl pivalate C(C(C)(C)C)(=O)OC(C(C)C)I